C(C)(=O)OC1=CCC(C=2C=CC3=CC=CC=C3C12)(C)C 1,1-dimethylphenanthren-4-yl acetate